FC(N1N=C(C=C1)C1=C(C=NC(=C1)C1=CC=C(C=C1)F)C1CCN(CC1)C(C=C)=O)F 1-(4-(4-(1-(difluoromethyl)-1H-pyrazol-3-yl)-6-(4-fluorophenyl)pyridin-3-yl)piperidin-1-yl)prop-2-en-1-one